2'-(4-fluoro-3-(2-hydroxypropan-2-yl)-1H-pyrazol-1-yl)-5',6-dimethyl-2H-[1,4'-bipyridin]-2-one FC=1C(=NN(C1)C1=NC=C(C(=C1)N1C(C=CC=C1C)=O)C)C(C)(C)O